methyl-5-phenyl-3-(1-phenylethoxy)-1H-pyrrole-2-carboxamide CN1C(=C(C=C1C1=CC=CC=C1)OC(C)C1=CC=CC=C1)C(=O)N